7-methyl-5-(prop-2-yn-1-yl)-1H-indole-1-carboxylic acid tert-butyl ester C(C)(C)(C)OC(=O)N1C=CC2=CC(=CC(=C12)C)CC#C